N-(5-((4-(dimethylamino)piperidin-1-yl)methyl)pyridin-2-yl)-5-fluoro-4-(6-fluoro-1-methyl-1,2,3,4-tetrahydrobenzo[4,5]imidazo[1,2-a]pyridin-8-yl)pyrimidin-2-amine CN(C1CCN(CC1)CC=1C=CC(=NC1)NC1=NC=C(C(=N1)C1=CC2=C(N=C3N2C(CCC3)C)C(=C1)F)F)C